3-(pyridin-3-yl)propionic acid cyclobutyl ester C1(CCC1)OC(CCC=1C=NC=CC1)=O